2-amino-N-{(1S,2S)-2-[(4-{(1S)-1-[4-(2-hydroxyethyl)piperazin-1-yl]-2,3-dihydro-1H-inden-5-yl}phenyl)methoxy]cyclopentyl}-4-methoxypyridine-3-carboxamide NC1=NC=CC(=C1C(=O)N[C@@H]1[C@H](CCC1)OCC1=CC=C(C=C1)C=1C=C2CC[C@@H](C2=CC1)N1CCN(CC1)CCO)OC